6-chloro-3-(4-chloro-pyrimidin-2-yl)imidazo[1,2-a]pyridine ClC=1C=CC=2N(C1)C(=CN2)C2=NC=CC(=N2)Cl